C(C)(=O)CCC(=O)CC(C(CC)=O)=O Acetylpropionyl-(2,3-pentanedione)